2-(3-hydroxy-3-methyl-1-piperidyl)-N-(2-sulfamoyl-4-pyridyl)-5-(trifluoromethyl)pyridine-3-carboxamide OC1(CN(CCC1)C1=NC=C(C=C1C(=O)NC1=CC(=NC=C1)S(N)(=O)=O)C(F)(F)F)C